C1(=CCCC1)C=1N=C(SC1CC(C)C)NC1=C(C(=O)O)C=C(C=N1)C=1SC=CC1 2-((4-(cyclopent-1-en-1-yl)-5-isobutylthiazol-2-yl)amino)-5-(thiophen-2-yl)nicotinic acid